3-(2-((4-((2-(dimethylamino)ethyl)(methyl)amino)-2-methoxy-5-nitrophenyl)amino)-8-methyl-7-oxo-7,8-dihydropyrido[2,3-d]pyrimidin-6-yl)benzonitrile CN(CCN(C1=CC(=C(C=C1[N+](=O)[O-])NC=1N=CC2=C(N1)N(C(C(=C2)C=2C=C(C#N)C=CC2)=O)C)OC)C)C